C(C)(C)(C)OC(=O)N[C@H](CC1=C(C2=NC(=CC(=C2S1)N(C(OC(C)(C)C)=O)CC=1SC(=CN1)F)Cl)C)C tert-Butyl N-[2-[(2S)-2-(tert-butoxycarbonylamino)propyl]-5-chloro-3-methyl-thieno[3,2-b]pyridin-7-yl]-N-[(5-fluorothiazol-2-yl)methyl]carbamate